8'-Chloro-1'-(trans-4-ethoxy-4-propylcyclohexyl)-4'H,6'H-spiro[1,3-dioxolan-2,5'-[1,2,4]triazolo[4,3-a][1]benzazepin] ClC=1C=CC2=C(CC3(CC=4N2C(=NN4)C4CCC(CC4)(CCC)OCC)OCCO3)C1